2-Methylpropane-1,3-diamine CC(CN)CN